1-(2-fluoro-5-(trifluoromethoxy)phenyl)-5-vinylindol-2-one FC1=C(C=C(C=C1)OC(F)(F)F)N1C(CC2=CC(=CC=C12)C=C)=O